CC1=C2NC=3C(=CC=C(C3C(C2=CC=C1)=O)NCCCCCCC(=O)O)[N+](=O)[O-] 7-((5-methyl-4-nitro-9-oxo-9,10-dihydroacridin-1-yl)amino)heptanoic acid